FCC(CF)N1CCC(CC1)COC1=C(C=C(C=C1)S(=O)(=O)NC(C1=C(C=CC=C1)OC=1C=C2C(=NC1)NC=C2)=O)[N+](=O)[O-] N-{[4-({1-[2-fluoro-1-(fluoromethyl)ethyl]piperidin-4-yl}methoxy)-3-nitrophenyl]sulfonyl}-2-(1H-pyrrolo[2,3-b]pyridin-5-yloxy)benzamide